C=1(C(=CC=C2C=C(C=C(C12)C(=O)O)C(=O)O)C(=O)O)C(=O)O 1,2,6,8-naphthalenetetracarboxylic acid